p-formyl-phenylalanine C(=O)C1=CC=C(C[C@H](N)C(=O)O)C=C1